O1C(CCCC1)O[C@@H](C(=O)OCC)C ethyl (2R)-2-((tetrahydro-2H-pyran-2-yl)oxy)propanoate